9-((9-(4-(tert-butyl)pyridin-2-yl)-9H-carbazol-2-yl)oxy)-5-(2,6-diisopropylphenyl)-6-phenyl-5,6-dihydrobenzo[e]imidazo[1,2-c][1,3,2]diazaborinine C(C)(C)(C)C1=CC(=NC=C1)N1C2=CC=CC=C2C=2C=CC(=CC12)OC=1C=CC2=C(C=3N(B(N2C2=CC=CC=C2)C2=C(C=CC=C2C(C)C)C(C)C)C=CN3)C1